tert-Butyl (2S,3R)-2-((2-allyl-5-methylphenyl)(methyl)carbamoyl)-3-((tert-butyldimethylsilyl)oxy)pyrrolidine-1-carboxylate C(C=C)C1=C(C=C(C=C1)C)N(C(=O)[C@H]1N(CC[C@H]1O[Si](C)(C)C(C)(C)C)C(=O)OC(C)(C)C)C